hexadecyl-3,5-di-tertiary butyl-4-hydroxybenzoate C(CCCCCCCCCCCCCCC)OC(C1=CC(=C(C(=C1)C(C)(C)C)O)C(C)(C)C)=O